N(=C=O)C1CCC(CC1)N=C=O 1,4-bis-(isocyanato)cyclohexane